N-(5-((2-(3,3-dimethylazetidin-1-yl)ethyl)carbamoyl)-2-methylpyridin-3-yl)-2-(pyridin-4-yl)pyrazolo[5,1-b]thiazole-7-carboxamide CC1(CN(C1)CCNC(=O)C=1C=C(C(=NC1)C)NC(=O)C=1C=NN2C1SC(=C2)C2=CC=NC=C2)C